propan-2-yl[8-(methoxycarbonyl)-3H,6H,7H,8H-9H-imidazo[4,5-h]isoquinolin-2-yl]cyclohexane-1-carboxylic acid CC(C)C1C(CCCC1)(C(=O)O)C1=NC2=C(C=CC=3CCN(CC23)C(=O)OC)N1